C(C)(=O)C=1C=CC=2C(N(CC(OC2N1)(C)C)C[C@@H](CN1CC2=CC=CC=C2CC1)O)=O 8-acetyl-4-[(2R)-3-(3,4-dihydro-1H-isoquinolin-2-yl)-2-hydroxy-propyl]-2,2-dimethyl-3H-pyrido[3,2-f][1,4]oxazepin-5-one